C(CCCCCCCCCCCCCCC)(=O)C(C(=O)O)C(O)(C(=O)O)CC(=O)O.C(CC(O)(C(=O)O)CC(=O)O)(=O)O citrate (palmitoyl citrate)